CC1(C(N(CCC1)C(=O)OC(C)(C)C)=O)C tert-butyl 3,3-dimethyl-2-oxopiperidine-1-carboxylate